N-methyl-pyrrolidine-3-carboxamide CNC(=O)C1CNCC1